7-isopropyl-1H-indole C(C)(C)C=1C=CC=C2C=CNC12